C(\C=C\C1=CC(O)=C(O)C=C1)(=O)N[C@@H](CC(=O)[O-])C(=O)[O-] N-caffeoyl-L-aspartate